BrC1=CC2=C(N(C=N2)C2CN(C2)C(=O)OC(C)(C)C)C(=C1)C(F)(F)F tert-butyl 3-(5-bromo-7-(trifluoromethyl)-1,3-benzodiazol-1-yl)azetidine-1-carboxylate